N-(3-chloro-5-(methylsulfonamido)phenyl)-5-(3-fluoro-5-((1-(2,2,2-trifluoroethyl)azetidin-3-yl)oxy)pyridin-2-yl)-1-methyl-1H-pyrrole-3-carboxamide ClC=1C=C(C=C(C1)NS(=O)(=O)C)NC(=O)C1=CN(C(=C1)C1=NC=C(C=C1F)OC1CN(C1)CC(F)(F)F)C